6-Fluoroimidazo[1,2-b]pyridazine methanesulfonate CS(=O)(=O)O.FC=1C=CC=2N(N1)C=CN2